4-methyl-N-(5-bromo-2-(1-phenyl-vinyl)phenyl)benzenesulfonamide CC1=CC=C(C=C1)S(=O)(=O)NC1=C(C=CC(=C1)Br)C(=C)C1=CC=CC=C1